N[C@H](C(=O)O)CC1=CC=CC=C1 (2S)-2-amino-3-phenyl-propanoic acid